3-chloro-5-(4-chloro-1H-pyrazol-1-yl)-1-ethyl-6-(2,4,6-trifluorophenyl)pyridin-2(1H)-one ClC=1C(N(C(=C(C1)N1N=CC(=C1)Cl)C1=C(C=C(C=C1F)F)F)CC)=O